FC(CN1C(=NC=2C1=NC(=CC2)C=2C=CN1N=C(N=CC12)NC1CC(C1)(C)NC(C)=O)C)F N-((1s,3s)-3-((5-(3-(2,2-difluoroethyl)-2-methyl-3H-imidazo[4,5-b]pyridin-5-yl)pyrrolo[2,1-f][1,2,4]triazin-2-yl)amino)-1-methylcyclobutyl)acetamide